BrC=1C=C(C=C2C=C(N(C12)CC)C=1CN(CCC1)C(CCN1N=NC=C1)=O)C(=O)N1CCN(CC1)C1=NC=C(C=C1OC)F 1-(3-(7-Bromo-1-ethyl-5-(4-(5-fluoro-3-methoxypyridin-2-yl)piperazine-1-carbonyl)-1H-indol-2-yl)-5,6-dihydropyridin-1(2H)-yl)-3-(1H-1,2,3-triazol-1-yl)propan-1-one